NC=1C2=C(N=CN1)N(C=C2C2=NC=NC=C2)[C@H]2[C@@H]([C@@H]([C@H](C2)CNCCCNCCC2=CC=CC=C2)O)O (1R,2S,3R,5R)-3-[4-amino-5-(pyrimidin-4-yl)pyrrolo[2,3-d]pyrimidin-7-yl]-5-[({3-[(2-phenylethyl)amino]propyl}amino)methyl]cyclopentane-1,2-diol